C(C)(C)(C)C1=C(C=CC(=C1)C(C)(C)C)OP([O-])C1=CC=C(C=C1)C1=CC=C(C=C1)P([O-])[O-] (2,4-di-t-butylphenyl)-4,4'-biphenylbisphosphonite